OCCOC=1C=C2C(=CNC2=CC1)CCNC(C)=O N-[2-[5-(2-hydroxyethoxy)-1H-indol-3-yl]ethyl]acetamide